5-chloro-N4-(2-methoxyphenyl)-N2-(5-(4-methylpiperazin-1-yl)pyridin-2-yl)pyrimidine-2,4-diamine ClC=1C(=NC(=NC1)NC1=NC=C(C=C1)N1CCN(CC1)C)NC1=C(C=CC=C1)OC